C(C)(C)(C)NS(=O)(=O)C1=CC(=CC=C1)NC1=NC(=NC=C1C)NC1=CC=C(C=C1)N1CCN(CC1)CC1=C(C=C(C=C1)N1C(NC(CC1)=O)=O)F N-(tert-butyl)-3-((2-((4-(4-(4-(2,4-dioxotetrahydropyrimidin-1(2H)-yl)-2-fluorobenzyl)piperazin-1-yl)phenyl)amino)-5-methylpyrimidin-4-yl)amino)benzenesulfonamide